3,8-dimethyl-acenaphthylene tert-butyl-(R)-2-((6-(4-fluorophenyl)-4-((1-(2-(trifluoromethyl)pyrimidin-5-yl)ethyl)amino)quinazolin-8-yl)oxy)acetate C(C)(C)(C)OC(COC=1C=C(C=C2C(=NC=NC12)N[C@H](C)C=1C=NC(=NC1)C(F)(F)F)C1=CC=C(C=C1)F)=O.CC1=C2C=CC=3C(=CC=C(C=C1)C32)C